(3R)-2-hydroxy-3-(2-(4-phosphonophenyl)-2-(2,2,2-trifluoroacetamido)acetamido)-3,4-dihydro-2H-benzo[e][1,2]oxaborinine-8-carboxylic acid OB1OC2=C(C[C@@H]1NC(C(NC(C(F)(F)F)=O)C1=CC=C(C=C1)P(=O)(O)O)=O)C=CC=C2C(=O)O